COC1=CC=C(CNCCO)C=C1 2-((4-methoxybenzyl)-amino)ethan-1-ol